C(C)(C)N(P(OCC1(CCN(CC1)C(CCCCCNC(CCCC[C@H]1SSCC1)=O)=O)COC(C1=CC=C(C=C1)OC)(C1=CC=C(C=C1)OC)C1=CC=C(C=C1)OC)OCCC#N)C(C)C (1-(6-(5-((R)-1,2-dithiolan-3-yl)pentanamido)hexanoyl)-4-((tris(4-methoxyphenyl)methoxy)methyl)piperidin-4-yl)methyl (2-cyanoethyl) diisopropylphosphoramidite